C(C)OC(C[C@@H](C=1C=C(C=CC1)C1=C(C=CC(=C1)F)F)N)=O (S)-3-amino-3-(2',5'-difluorobiphenyl-3-yl)propanoic acid ethyl ester